4-[4-[[3-[4-(difluoromethoxy)phenyl]imidazo[1,2-a]pyrazin-8-yl]amino]-2-methylbenzoyl]-N-[(3-hydroxyazetidin-3-yl)methyl]piperazine-1-carboxamide FC(OC1=CC=C(C=C1)C1=CN=C2N1C=CN=C2NC2=CC(=C(C(=O)N1CCN(CC1)C(=O)NCC1(CNC1)O)C=C2)C)F